4-Bromo-6,8-difluoroisoquinolin-1(2H)-one BrC1=CNC(C2=C(C=C(C=C12)F)F)=O